1,4-bis(n-dodecanoyloxy)naphthalene C(CCCCCCCCCCC)(=O)OC1=CC=C(C2=CC=CC=C12)OC(CCCCCCCCCCC)=O